ClC1=C(C(=O)O)C(=CC(=C1)Cl)F 2,4-dichloro-6-fluorobenzoic acid